C12=CCCCCC2CCC1 bicyclo[5.3.0]decene